BrC=1C(=NC(=NC1)NC1=CC2=C(NC(N2)=O)C=C1)NC1CC1 5-((5-bromo-4-(cyclopropylamino)pyrimidin-2-yl)amino)-1,3-dihydro-2H-benzo[d]imidazol-2-one